N-cyclobutyl-4-(5''-(methylsulfonamido)dispiro[cyclopropane-1,1'-cyclohexane-4',3''-indoline]-1''-carbonyl)thiophene-2-sulfonamide C1(CCC1)NS(=O)(=O)C=1SC=C(C1)C(=O)N1CC2(C3=CC(=CC=C13)NS(=O)(=O)C)CCC1(CC2)CC1